C1(CCC1)N(C(C(=O)OC)=O)CC=O methyl 2-(cyclobutyl(2-oxoethyl)amino)-2-oxoacetate